[K+].[K+].OC(CC(=O)[O-])CCC(=O)[O-] 3-hydroxyadipic acid dipotassium salt